S1C(=CC=C1)C1=C(C(=C(C2=NSN=C21)C=2SC=CC2)F)F 4,7-bis(2-thienyl)-5,6-difluoro-2,1,3-benzothiadiazole